4-(azetidin-1-yl)-5-bromopyrimidine N1(CCC1)C1=NC=NC=C1Br